C(C)S(=O)(=O)C1=CC=C(CNC(C2=CC=CC=C2)=O)C=C1 N-(4-(ethanesulfonyl)benzyl)benzamide